N-(methyl(oxo)(pyrimidin-4-yl)-λ6-sulfaneylidene)-4-((5-(trifluoromethyl)-1,2,4-oxadiazol-3-yl)methyl)benzamide CS(=NC(C1=CC=C(C=C1)CC1=NOC(=N1)C(F)(F)F)=O)(C1=NC=NC=C1)=O